(3aR,5r,6aS)-5-(5-chloro-1H-indazol-7-yl)-2-((tetrahydro-2H-pyran-4-yl)sulfonyl)octahydro-cyclopenta[c]pyrrol-5-ol ClC=1C=C2C=NNC2=C(C1)C1(C[C@@H]2[C@@H](CN(C2)S(=O)(=O)C2CCOCC2)C1)O